NC1CCC(CC1)(C(=O)OC)F methyl (1s,4s)-4-amino-1-fluorocyclohexane-1-carboxylate